ClC=1C=CC(=C(C1)NC=1SC=C(N1)C1=C(N=C(S1)NC(C1=CC=CC=C1)=O)C)OC N-(2-(5-chloro-2-methoxy-phenylamino)-4'-methyl-[4,5']bithiazolyl-2'-yl)-benzamide